BrC1=CC(=NN1COCC[Si](C)(C)C)C(F)F 5-bromo-3-(difluoromethyl)-1-((2-(trimethylsilyl)ethoxy)methyl)-1H-pyrazole